dimethylaluminum indolate N1C(=CC2=CC=CC=C12)C(=O)[O-].C[Al+]C